ClC=1C=NC=C(C1C(C)OC=1C=C2C=NNC2=CC1OC)Cl 5-(1-(3,5-dichloropyridin-4-yl)ethoxy)-6-methoxy-1H-indazol